7-Methoxy-N-(6-methoxypyridin-2-yl)-2-(tetrahydro-2H-pyran-2-yl)-2H-indazole-5-carboxamide COC1=CC(=CC2=CN(N=C12)C1OCCCC1)C(=O)NC1=NC(=CC=C1)OC